[6-(5-cyclopropyl-4H-1,2,4-triazol-3-yl)-2-azaspiro[3.3]heptan-2-yl]-[6-[[4-fluoro-2-(trifluoromethyl)phenyl]methyl]-2-azaspiro[3.3]heptan-2-yl]methanone C1(CC1)C=1NC(=NN1)C1CC2(CN(C2)C(=O)N2CC3(C2)CC(C3)CC3=C(C=C(C=C3)F)C(F)(F)F)C1